C(CCC)(=O)NC1=NC=CC(=C1)CN1CCN(CC1)C=1C=CC(=NC1C#N)C(=O)NC 5-(4-((2-butyramidopyridin-4-yl)methyl)piperazin-1-yl)-6-cyano-N-methylpicolinamide